C[C@H]1[C@H](C[C@@]1(OC=1C=2N(C=C(N1)C=1C=NN(C1)C)N=CC2)C)N(C(C=C)=O)C N-((1S,2S,3S)-2,3-dimethyl-3-((6-(1-methyl-1H-pyrazol-4-yl)pyrazolo[1,5-a]pyrazin-4-yl)oxy)cyclobutyl)-N-methylacrylamide